FC(C1CC(C1)C1=CC=C(C=C1)C1CNC1)(F)F 3-[4-[3-(trifluoromethyl)cyclobutyl]phenyl]azetidine